C1(CC1)COCCC(=O)O 3-(CYCLOPROPYLMETHOXY)PROPANOIC ACID